2-((1R,5S,6R)-3-(2-((S)-2-methylazetidin-1-yl)-6,7-dihydro-5H-cyclopenta[d]pyrimidin-4-yl)-3-azabicyclo[3.1.1]heptan-6-yl)acetic acid C[C@@H]1N(CC1)C=1N=C(C2=C(N1)CCC2)N2C[C@H]1C([C@@H](C2)C1)CC(=O)O